(2R,3R,4R,5R)-2-(((1-amino-3-ethoxy-1,3-dioxo-propan-2-yl)oxy)methyl)-5-(2,6-dichloro-9H-purin-9-yl)-3-ethynyltetrahydrofuran-3,4-diyl diacetate C(C)(=O)O[C@@]1([C@H](O[C@H]([C@@H]1OC(C)=O)N1C2=NC(=NC(=C2N=C1)Cl)Cl)COC(C(=O)N)C(=O)OCC)C#C